FC1(CC12CCC(CC2)C(=O)O)F 2,2-difluorospiro[2.5]octane-6-carboxylic acid